FC=1C(=NC(=NC1)NC1=CC(=CC=C1)OCCCN1C(CCC1)=O)OC1=CC=C(CN(C(C=C)=O)C)C=C1 N-(4-(5-fluoro-2-(3-(3-(2-oxopyrrolidin-1-yl)propoxy)phenylamino)pyrimidin-4-yloxy)benzyl)-N-methylacrylamide